(3R)-4-(6-bromo-4-chloro-2-pyridinyl)-3-methyl-piperazine-1-carboxylic acid tert-butyl ester C(C)(C)(C)OC(=O)N1C[C@H](N(CC1)C1=NC(=CC(=C1)Cl)Br)C